ClC1=C(C(=O)NC2=C3C=NN(C3=CC=C2)C=2SC=CN2)C=C(C=C1)CNS(=O)(=O)C1CC1 2-chloro-5-{[(cyclopropylsulfonyl)amino]methyl}-N-[1-(1,3-thiazol-2-yl)-1H-indazol-4-yl]benzamide